C(C)(C)(C)OC(NCC1=CC=C(C=C1)N1C2=NC=NC(=C2N=C1)N)=O (4-(6-Amino-9H-purin-9-yl)benzyl)carbamic acid tert-butyl ester